C(C1=CC=CC=C1)OCCOCCOCC=1N=C(OC1)N(CC1=CC(=CC=C1)OC)CC1=CC(=CC=C1)OC 4-((2-(2-(benzyloxy)ethoxy)ethoxy)methyl)-N,N-bis(3-methoxybenzyl)oxazol-2-amine